1-(3-methyl-3-(cyclooctylmethyl)-5-bromoindolin-1-yl)-1-octanone CC1(CN(C2=CC=C(C=C12)Br)C(CCCCCCC)=O)CC1CCCCCCC1